C1(CC1)N(C)CC=1C=C(C=C2C(C3=C(N(C12)C)CN1C(C2=C(C=C13)[C@@](C(OC2)=O)(O)CC)=O)=O)F (S)-10-((cyclopropyl(methyl)amino)methyl)-4-ethyl-8-fluoro-4-hydroxy-11-methyl-1,12-dihydro-14H-pyrano[3',4':6,7]indolizino[2,1-b]quinoline-3,6,14(4H,11H)-trione